3-(4-Chloro-phenyl)-adamantane-1-carboxylic acid 4-trifluoromethoxy-benzyl amide FC(OC1=CC=C(CNC(=O)C23CC4(CC(CC(C2)C4)C3)C3=CC=C(C=C3)Cl)C=C1)(F)F